1-(4-(3-carboxy-3-methylbutoxy)butyl)cyclopropane-1-carboxylic acid C(=O)(O)C(CCOCCCCC1(CC1)C(=O)O)(C)C